C(C)(C)(C)OC(=O)N1CCC2(CC1)C1=C(OC2)C=2COC(C2C=C1)=O.N[C@@H](CC(=O)O)C(=O)CCN1CCCCC1 (aspartylethyl)piperidine tert-butyl-6-oxo-6,8-dihydro-2H-spiro[benzo[2,1-b:3,4-c']difuran-3,4'-piperidine]-1'-carboxylate